ClC1=C(C=C2NC=3CC(CC(C3C(C2=C1)=O)=O)C=1N=C(SC1)OC1=CC(=CC=C1)OC(F)(F)F)OC 7-chloro-6-methoxy-3-(2-(3-(trifluoromethoxy)phenoxy)thiazol-4-yl)-3,4-dihydroacridine-1,9(2H,10H)-dione